FC1=NC=CC(=C1C)C1=CC=C(C=C1)S(=O)(=O)C=1C(=NC=CC1O)O 3-((4-(2-fluoro-3-methylpyridin-4-yl)phenyl)sulfonyl)pyridine-2,4-diol